C1(CC1)C1=C2CCN(C2=CC=C1)S(=O)(=O)C1=C2C=CNC(C2=CC=C1)=O 5-((4-Cyclopropylindolin-1-yl)sulfonyl)isoquinolin-1(2H)-one